[C@H]1([C@H](C1)C(=O)[O-])C(=O)OC1C(CCC(C1)C)C(C)C 5-methyl-2-(propan-2-yl)cyclohexyl (1S,2S)-cyclopropane-1,2-dicarboxylate